ClC1=C(C=CC(=C1)CNCCCC(=O)N(C)CCN(C1=NC2=C(C3=CN=CC=C13)C=CC(=C2)C(=O)N)C)C2=CC=CC=C2 5-((2-(4-(((2-Chloro-[1,1'-biphenyl]-4-yl)methyl)amino)-N-methylbutanamido)ethyl)(methyl)amino)benzo[c][2,6]naphthyridine-8-carboxamide